ethyl 3-(trifluoromethyl)-1H-pyrazole-5-carboxylate FC(C1=NNC(=C1)C(=O)OCC)(F)F